S1(N=C(C=C1)O)=O isothiazol-3-ol 1-oxide